3-(2-amino-[1,2,4]triazolo[1,5-a]pyridin-7-yl)-6-chloro-N-(3-(5,6-dichloropyridin-2-yl)-2,2-difluoro-3-hydroxypropyl)-2-fluorobenzamide NC1=NN2C(C=C(C=C2)C=2C(=C(C(=O)NCC(C(O)C3=NC(=C(C=C3)Cl)Cl)(F)F)C(=CC2)Cl)F)=N1